ClC1=C(C(=O)NC2=CC(=NN2C2=CC=CC=C2)C(=O)NCCOCCNC(OC(C)(C)C)=O)C=C(C(=C1)Cl)C1=NC=CC=C1 tert-butyl N-[2-[2-[[5-[[2,4-dichloro-5-(2-pyridyl)benzoyl]amino]-1-phenyl-pyrazole-3-carbonyl]amino]ethoxy]ethyl]carbamate